C(C)[C@@H]1N(C[C@H](N(C1)CC1=C(C=C(C=C1)OC(F)(F)F)F)CC)C1=CC(N(C=2C=CC(=NC12)C#N)C)=O 8-((2s,5r)-2,5-diethyl-4-(2-fluoro-4-(trifluoromethoxy)benzyl)piperazin-1-yl)-5-methyl-6-oxo-5,6-dihydro-1,5-naphthyridine-2-carbonitrile